(1-fluoro-2-methyl-propan-2-ylamino)but-2-enamide FCC(C)(C)NC(C(=O)N)=CC